3-(4,4-difluorocyclohexyl)pentane-3-ol FC1(CCC(CC1)C(CC)(CC)O)F